1-(propan-2-yl)-5-[4-(thiophen-2-yl)-1,3-oxazol-2-yl]-1H-1,2,3-benzotriazole CC(C)N1N=NC2=C1C=CC(=C2)C=2OC=C(N2)C=2SC=CC2